CC1(C2=CC(=CC=C2NC=2C=CC(=CC12)C1=C(C=CC=C1)NS(=O)(=O)C)CN1CCNCC1)C N-(2-(9,9-dimethyl-7-(piperazin-1-ylmethyl)-9,10-dihydroacridin-2-yl)phenyl)methanesulfonamide